N[C@@H]1C2=CC=CC=C2CC12CCN(CC2)C2=CC(=C(C(=N2)N)Cl)C(=C)C2=NNCC2 (S)-6-(1-amino-1,3-dihydrospiro[indene-2,4'-piperidine]-1'-yl)-3-(1-(2-amino-3-chloropyridin-4-yl)vinyl)-1,5-dihydro-4H-pyrazole